C(C)(C)(C)OC(=O)N1[C@H](CC[C@@H](C1)C)C1=CC(=C(C=C1)S)N.C[SiH](C1=CC=C(C=C1)[SiH](C)C)C 1,4-Di(dimethylsilyl)benzene tert-butyl-(2R,5S)-2-(3-amino-4-sulfanyl-phenyl)-5-methyl-piperidine-1-carboxylate